C(C1=CC=CC=C1)OC1=NN(C=C1C1=NC=CC(=C1)OC=1C(=NC=CC1)N)C ((2-(3-(benzyloxy)-1-methyl-1H-pyrazol-4-yl)pyridin-4-yl)oxy)pyridin-2-amine